(1R,3R)-3-((S)-2-(2-Cyclopentylethyl)-6-(methoxycarbonyl)-7-methyl-6,7,8,9-tetrahydro-3H-imidazo[4,5-f]chinolin-3-yl)cyclohexan C1(CCCC1)CCC=1N(C=2C(=C3CC[C@@H](N(C3=CC2)C(=O)OC)C)N1)C1CCCCC1